OCCN(C)CNC(C=C)=O N-(((2-hydroxyethyl)(methyl)amino)methyl)acrylamide